ethyl (3R)-6-bromo-3-methylhexanoate BrCCC[C@H](CC(=O)OCC)C